Cl.ClC1=CN=C(S1)[C@@H](C)N (R)-1-(5-chlorothiazol-2-yl)ethylamine hydrochloride